FC(OC1CC(C1)C(=O)O)(F)F (1r,3r)-3-(Trifluoromethoxy)cyclobutane-1-carboxylic acid